2-(2,8-dimethylimidazo[1,2-a]pyridin-6-yl)-7-(piperazin-1-yl)-4H-pyrido[1,2-a]pyrimidin CC=1N=C2N(C=C(C=C2C)C=2N=C3N(CC2)C=C(C=C3)N3CCNCC3)C1